C(C)(C)C1=C(C(=CC(=C1)C(C)C)C(C)C)OB(O)O (2,4,6-triisopropylphenyl)boric acid